4-oxo-2-phenyl-1,4-dihydroquinoline-6-carboxylic acid ethyl ester methanesulfonate CS(=O)(=O)O.C(C)OC(=O)C=1C=C2C(C=C(NC2=CC1)C1=CC=CC=C1)=O